(S)-2-(8-Oxa-3-aza-bicyclo[3.2.1]oct-3-yl)-9-(2-oxo-2-phenyl-ethyl)-8-trifluoromethyl-6,7,8,9-tetrahydro-pyrimido[1,2-a]-pyrimidin-4-one C12CN(CC(CC1)O2)C=2N=C1N(C(C2)=O)CC[C@H](N1CC(C1=CC=CC=C1)=O)C(F)(F)F